3-methoxy-piperidin-4-amine COC1CNCCC1N